C12(CC3CC(CC(C1)C3)C2)P(C(C)C)C(C)C 1-adamantyl-di(isopropyl)phosphine